N-(2-chloro-4-fluorobenzyl)pyridin-2-amine ClC1=C(CNC2=NC=CC=C2)C=CC(=C1)F